4-(Octadecylcarbamoyl)benzoic acid [(2S,6R)-6-(5-methyl-2,4-dioxo-3,4-dihydro-pyrimidin-1(2H)-yl) morpholin-2-yl]Methyl ester CC=1C(NC(N(C1)[C@@H]1O[C@@H](CNC1)COC(C1=CC=C(C=C1)C(NCCCCCCCCCCCCCCCCCC)=O)=O)=O)=O